C(C)(=O)N1C(CN(C(C1)=O)C(C)=O)=O 1,4-diacetylpiperazine-2,5-Dione